C(C)(C)(C)[Si](OCC=1C(=C(C(=NC1)C)CO)CO)(C1=CC=CC=C1)C1=CC=CC=C1 [5-[[tert-butyl-(diphenyl)silyl]oxymethyl]-4-(hydroxymethyl)-2-methyl-3-pyridinyl]methanol